5-fluoro-6-(2-(4-methylpiperazin-1-yl)pyrimidin-5-yl)-2-(4-(trifluoromethyl)phenyl)-1H-benzo[d]Imidazole FC1=CC2=C(NC(=N2)C2=CC=C(C=C2)C(F)(F)F)C=C1C=1C=NC(=NC1)N1CCN(CC1)C